5-(8-(7-Acetyl-3-ethyl-5,6,7,8-tetrahydroimidazo[1,5-a]pyrazin-1-yl)isoquinolin-3-yl)-N-(((3R)-1-(2-(2,6-dioxopiperidin-3-yl)-1-oxoisoindolin-4-yl)pyrrolidin-3-yl)methyl)picolinamide C(C)(=O)N1CC=2N(CC1)C(=NC2C=2C=CC=C1C=C(N=CC21)C=2C=CC(=NC2)C(=O)NC[C@@H]2CN(CC2)C2=C1CN(C(C1=CC=C2)=O)C2C(NC(CC2)=O)=O)CC